[NH4+].ClC1=CC(=C(C=C1)COC1=NN(C=C1)C1CCN(CC1)CC1=NC2=C(N1CC1=CN=CN1CC)C=C(C=C2)C(=O)[O-])F 2-[(4-{3-[(4-chloro-2-fluorophenyl)methoxy]-1H-pyrazol-1-yl}piperidin-1-yl)methyl]-1-[(1-ethyl-1H-imidazol-5-yl)methyl]-1H-benzimidazole-6-carboxylic acid, ammonium salt